C(C1=CC=CC=C1)OC(=O)N[C@H](C(=O)N[C@H](C(=O)O)CC1CCCCC1)C(C)(C)C (S)-2-((S)-2-(((benzyloxy)carbonyl)amino)-3,3-dimethylbutyrylamino)-3-cyclohexylpropionic acid